2-(4-methoxyphenyl)-2-(4-morpholinophenyl)-5-hydroxy-6-carboethoxy-2H-naphtho[1,2-b]pyran COC1=CC=C(C=C1)C1(C=CC2=C(O1)C1=CC=CC=C1C(=C2O)C(=O)OCC)C2=CC=C(C=C2)N2CCOCC2